COC(NCC1=CC=CC=C1)=O benzyl-carbamic acid methyl ester